FC1=C(C=C(C(=C1)C(=O)N1CC2(C1)CC(C2)N2N=C(C(=C2)C)C2=C(C=CC=C2)C)O)C (2-fluoro-5-hydroxy-4-tolyl){6-[4-methyl-3-(o-tolyl)-1-pyrazolyl]-2-aza-2-spiro[3.3]heptyl}methanone